Ethylsilan C(C)[SiH3]